FC1=C(C=CC(=C1)F)/C(/C(/C)=N/O)=N/NC(=S)SC methyl (Z)-2-((E)-1-(2,4-difluorophenyl)-2-(hydroxyimino) propylidene)hydrazine-1-carbodithioate